C1(CC1)CCOS(=O)(=O)C1=CC=C(C=C1)C.FC=1C(=C(C=CC1)C=1C(=NN=NC1)C1=C(C=CC=C1)C1=C(C=CC=2[Se]C3=C(C21)C=CC=C3)C3=C(C=CC=C3)C3=CC=CC=C3)F (difluorophenyltriazinyl)[(biphenylyl)dibenzoselenophenyl]benzene 2-cyclopropylethyl-4-methylbenzenesulfonate